5-((1-(1-Methyl-1H-pyrazol-4-yl)-1H-indazol-6-yl)amino)-5,6,7,8-tetrahydronaphthalene-2-carbonitrile CN1N=CC(=C1)N1N=CC2=CC=C(C=C12)NC1C=2C=CC(=CC2CCC1)C#N